N-2-Adamantyl-5-methyl-2-(5-morpholin-4-yl-3,4'-bipyridin-2'-yl)-1H-imidazol-4-carboxamid C12C(C3CC(CC(C1)C3)C2)NC(=O)C=2N=C(NC2C)C2=NC=CC(=C2)C=2C=NC=C(C2)N2CCOCC2